Tert-butyl 7-(4-sulfamoylbenzamido)heptanoate S(N)(=O)(=O)C1=CC=C(C(=O)NCCCCCCC(=O)OC(C)(C)C)C=C1